FC(CN1C(=NC=2C1=NC(=CC2)C=2C=CN1N=C(N=CC12)N[C@H]1[C@@H](COC1)O)C)F (3S,4R)-4-((5-(3-(2,2-Difluoroethyl)-2-methyl-3H-imidazo[4,5-b]pyridin-5-yl)pyrrolo[2,1-f][1,2,4]triazin-2-yl)amino)tetrahydrofuran-3-ol